ClC1=C(C=CC=C1)S(=O)(=O)N1CC2(CC2C1)C#CC1=NC=CC=C1 3-((2-chlorophenyl)sulfonyl)-1-(pyridin-2-ylethynyl)-3-azabicyclo[3.1.0]hexane